BrCCCCCC(CC)Br 1,6-dibromooctane